2-(5-bromopyridin-3-yl)-4,5-dihydrothiazol-4-ol BrC=1C=C(C=NC1)C=1SCC(N1)O